5-(2-[2-[4-(dimethylamino)quinoline-8-sulfonamido]phenyl]ethynyl)-4-methylpyridine-2-carboxylic acid hydrochloride Cl.CN(C1=CC=NC2=C(C=CC=C12)S(=O)(=O)NC1=C(C=CC=C1)C#CC=1C(=CC(=NC1)C(=O)O)C)C